2-chloro-N-((1R,2R,4S)-7-cyano-7-azabicyclo[2.2.1]heptan-2-yl)-4-((cis-3-cyanocyclobutyl)oxy)benzamide ClC1=C(C(=O)N[C@H]2[C@H]3CC[C@@H](C2)N3C#N)C=CC(=C1)O[C@@H]1C[C@@H](C1)C#N